1-(2,6-dichlorophenyl)-4-((4-(methyl(1-methylpiperidin-4-yl)carbamoyl)phenyl)amino)-1H-pyrazole-3-carboxamide ClC1=C(C(=CC=C1)Cl)N1N=C(C(=C1)NC1=CC=C(C=C1)C(N(C1CCN(CC1)C)C)=O)C(=O)N